N1=NC(=CC2=C1C1=C(CCC2)C=CC=C1)N1N=C(N=C1N)NC=1C=NC=CC1 1-(6,7-dihydro-5H-benzo[6,7]cyclohepta[1,2-c]pyridazin-3-yl)-N3-(pyridin-3-yl)-1H-1,2,4-triazole-3,5-diamine